N-hydroxyEthyl-methacrylamide OCCNC(C(=C)C)=O